tristrimethylsilyl-arsine tert-butyl-5-[(2-bromo-3-fluorophenyl)carbamothioyl]-4-hydroxy-6-oxo-3,6-dihydropyridine-1(2H)-carboxylate C(C)(C)(C)OC(=O)N1CCC(=C(C1=O)C(NC1=C(C(=CC=C1)F)Br)=S)O.C[Si](C)(C)[As]([Si](C)(C)C)[Si](C)(C)C